ClC=1C=CC=C2C(=CNC12)C1=CN2CCC1CC2 3-(7-chloro-1H-indol-3-yl)-1-azabicyclo[2.2.2]oct-2-ene